dimethylsilyl-bis(trimethylcyclopentadienyl)zirconium difluoride [F-].[F-].C[SiH](C)[Zr+2](C1(C(=C(C=C1)C)C)C)C1(C(=C(C=C1)C)C)C